9-(1-((6-chloro-2-(1-methyl-1H-1,2,4-triazol-3-yl)pyridin-3-yl)amino)ethyl)-N,N,4,7-tetramethyl-5-oxo-4,5-dihydroimidazo[1,5-a]quinazoline-3-carboxamide ClC1=CC=C(C(=N1)C1=NN(C=N1)C)NC(C)C=1C=C(C=C2C(N(C=3N(C12)C=NC3C(=O)N(C)C)C)=O)C